CC=1SC(=CN1)S(=O)(=O)N1CCC(CC1)C=1C=C2C=CC=NC2=CC1C 2-methyl-5-((4-(7-methylquinolin-6-yl)piperidin-1-yl)sulfonyl)thiazole